Cl.ClC=1C=C2C(=C(NC2=CC1)C)CCCN 3-(5-chloro-2-methyl-1H-indol-3-yl)propan-1-amine hydrochloride